[2-(4-cyclopropyl-6-methoxy-pyrimidin-5-yl)-4-[[4-[1-isopropyl-4-(trifluoromethyl)imidazol-2-yl]-1-bicyclo[2.2.2]octanyl]amino]pyrimidin-5-yl]methanesulfonic acid C1(CC1)C1=NC=NC(=C1C1=NC=C(C(=N1)NC12CCC(CC1)(CC2)C=2N(C=C(N2)C(F)(F)F)C(C)C)CS(=O)(=O)O)OC